CC1=C(C=CC=C1)\C(\C(=O)O)=N/O (E)-2-methyl-alpha-hydroxyiminophenylacetic acid